FC1=C(C(=O)NC2=C(C=CC=C2)C(NCCN2CCOCC2)=O)C=CC(=C1)F 2,4-difluoro-N-(2-[(2-morpholin-4-ylethyl)carbamoyl]phenyl)benzamide